ClC1=C(C=C(C=C1)NC(=O)[C@@H]1[C@@H](N(CCC1)C(C1=C(C=CC=C1C)F)=O)C1=CC=C(C=C1)NC1CCCC1)C |r| (±)-(2R,3S)-2-(4-Cyclopentylaminophenyl)-1-(2-fluoro-6-methylbenzoyl)piperidine-3-carboxylic acid (4-chloro-3-methylphenyl)amide